N(=[N+]=[N-])[C@@H]1O[C@@H]([C@@H]2[C@H]1OC(O2)(C)C)CO ((3aR,4R,6R,6aR)-6-azido-2,2-dimethyltetrahydrofuro[3,4-d][1,3]dioxol-4-yl)methanol